C(C)OC(CC1(C(CN(CC1)C(=O)OC(C)(C)C)OC)O)=O Tert-butyl 4-(2-ethoxy-2-oxoethyl)-4-hydroxy-3-methoxypiperidine-1-carboxylate